C1(CC1)C1=NN(C=C1NC1CCC(CC1)O)[C@@H]1C[C@H](C1)CNC=1C=C2C(N(C(C2=CC1)=O)C1C(NC(CC1)=O)=O)=O 5-(((trans-3-(3-cyclopropyl-4-((4-hydroxycyclohexyl)amino)-1H-pyrazol-1-yl)cyclobutyl)methyl)amino)-2-(2,6-dioxopiperidin-3-yl)isoindoline-1,3-dione